C(C)C=1C=NN2C1N=C(N=C2NCC2=CC(=CC=C2)[N+](=O)[O-])S(=O)(=O)C 8-ethyl-2-(methylsulfonyl)-N-(3-nitrobenzyl)pyrazolo[1,5-a][1,3,5]triazin-4-amine